(+)-1-(7-{8-ethoxy-7-(5-methyl-1H-indazol-4-yl)-2-[(1-methylpiperidin-4-yl)oxy]-6-vinylquinazolin-4-yl}-2,7-diazaspiro[3.5]non-2-yl)prop-2-en-1-one C(C)OC=1C(=C(C=C2C(=NC(=NC12)OC1CCN(CC1)C)N1CCC2(CN(C2)C(C=C)=O)CC1)C=C)C1=C2C=NNC2=CC=C1C